Cl.N[C@@H](CCC(=O)N)[C@@H](C)OCC1=CC=CC=C1 (4S,5R)-4-Amino-5-(benzyloxy)hex-anamide hydrochloride